C(#N)N(C=1SC(=C(N1)C(=O)NC1CCC1)C)C=1C=NC=C(C1)F 2-(cyano-(5-fluoro-3-pyridyl)-amino)-N-cyclobutyl-5-methyl-thiazole-4-carboxamide